FC=1C(=NC=C(C1C1=C(C=NC(=C1)C)C(=O)NC=1SC(=NN1)OCCN(CC(F)(F)F)C)OC)C 3'-fluoro-5'-methoxy-2',6-dimethyl-N-(5-(2-(methyl(2,2,2-trifluoroethyl)amino)ethoxy)-1,3,4-thiadiazol-2-yl)-[4,4'-bipyridine]-3-carboxamide